3-(bis(2-((tert-butyldimethylsilyl)oxy)dodecyl)amino)propyl (tert-butoxycarbonyl)-L-histidinate C(C)(C)(C)OC(=O)N[C@@H](CC1=CNC=N1)C(=O)OCCCN(CC(CCCCCCCCCC)O[Si](C)(C)C(C)(C)C)CC(CCCCCCCCCC)O[Si](C)(C)C(C)(C)C